1-trifluoromethyl-3-hydroxypropanesulfonate FC(C(CCO)S(=O)(=O)[O-])(F)F